5-(2-bromoethoxy)-N,N-dimethylpyridine-2-carboxamide BrCCOC=1C=CC(=NC1)C(=O)N(C)C